9-((1s,4s)-4-(aminomethyl)cyclohexyl)-N2-(1-methylcyclopentyl)-N8-(4-(trifluoromethyl)phenyl)-9H-purine-2,8-diamine NCC1CCC(CC1)N1C2=NC(=NC=C2N=C1NC1=CC=C(C=C1)C(F)(F)F)NC1(CCCC1)C